N-(3-bromophenyl)-3-fluoro-bicyclo[1.1.1]pentane-1-carboxamide BrC=1C=C(C=CC1)NC(=O)C12CC(C1)(C2)F